C(C#CC)C=1N=C2N(N(C(C=C2N2[C@H](CN([C@@H](C2)CC)C(C)C2=CC=C3C(=N2)SC(=N3)C)CC)=O)C)C1 2-(but-2-yn-1-yl)-8-((2s,5r)-2,5-diethyl-4-(1-(2-methylthiazolo[5,4-b]pyridin-5-yl)ethyl)piperazin-1-yl)-5-methylimidazo[1,2-b]pyridazin-6(5H)-one